3-(5-(((1S,2S)-2-(3-(2-chloro-4-fluorophenyl)azetidin-1-yl)cyclopentyl)oxy)-1-oxoisoindolin-2-yl)piperidine-2,6-dione ClC1=C(C=CC(=C1)F)C1CN(C1)[C@@H]1[C@H](CCC1)OC=1C=C2CN(C(C2=CC1)=O)C1C(NC(CC1)=O)=O